2-[(2R,5R)-2-(3-Fluorophenyl)-5-methyl-1-piperidyl]-N-(5-methyl-3-pyridyl)-2-oxoacetamide FC=1C=C(C=CC1)[C@@H]1N(C[C@@H](CC1)C)C(C(=O)NC=1C=NC=C(C1)C)=O